N1(CCCCCC1)C1=CC(=NC2=C(N=CC=C12)C1=CC=NN1)N1CCOCC1 4-(azepan-1-yl)-2-(morpholin-4-yl)-8-(1H-pyrazol-5-yl)-1,7-naphthyridine